3-(Cis-4-(2-(4-(2,3-dichlorophenyl)piperazin-1-yl)ethyl)-4-fluorocyclohexyl)-1,1-dimethylurea ClC1=C(C=CC=C1Cl)N1CCN(CC1)CCC1(CCC(CC1)NC(N(C)C)=O)F